OC(CO[Ti])CCCO (2,5-dihydroxypentyloxy)titanium